ClC=1C(N(N=CC1NC[C@@]1(COCCC1)F)[C@H]1[C@@H](CN(CC1)S(=O)(=O)C1=C(C=CC(=C1)CC)OC(F)(F)F)F)=O trans-4-chloro-2-[1-[5-ethyl-2-(trifluoromethoxy)phenyl]sulfonyl-3-fluoro-4-piperidyl]-5-[[(3S)-3-fluorotetrahydropyran-3-yl]methylamino]pyridazin-3-one